2-(tert-butylamino)-5-hydroxy-6-(trifluoromethyl)nicotinic acid methyl ester COC(C1=C(N=C(C(=C1)O)C(F)(F)F)NC(C)(C)C)=O